(R)-Methyl 2-(3-(bromomethyl)-4-chlorophenoxy)propanoate BrCC=1C=C(O[C@@H](C(=O)OC)C)C=CC1Cl